CN1N=CC(=C1)C=1C=CC=2N(C1)N=CC2N2CCN(CC2)C2=NC=C(C=N2)B(O)O (2-(4-(6-(1-methyl-1H-pyrazol-4-yl)pyrazolo[1,5-a]pyridin-3-yl)piperazin-1-yl)pyrimidin-5-yl)boronic acid